CS(=O)(=O)OCC12CN(C(C1)(C2)C(=O)OC)C(=O)OC(C)(C)C 2-O-tert-butyl 1-O-methyl 4-(methylsulfonyloxymethyl)-2-azabicyclo[2.1.1]hexane-1,2-dicarboxylate